1-(4-Benzyl-3,4-dihydroquinoxaline-1(2H)-yl)-3-methylbutan-1-one C(C1=CC=CC=C1)N1CCN(C2=CC=CC=C12)C(CC(C)C)=O